(S)-3-(1-hydroxy-prop-2-yl)-8-(pyridin-3-yl)-6-(2-(trifluoromethyl)thiazol-5-yl)pyrido[3,4-d]pyrimidin-4(3H)-one OC[C@H](C)N1C=NC2=C(C1=O)C=C(N=C2C=2C=NC=CC2)C2=CN=C(S2)C(F)(F)F